C(C)N(S(=O)(=O)C1=CC(=CC=C1)N1CN=C(N1C)S)CC N,N-diethyl-3-(5-mercapto-4-methyl-4H-1,3,4-triazol-3-yl)benzenesulfonamide